ClC1=CC=C(C(=N1)C(=O)O)N[C@H](C)C1=NC(=CC(=C1)C)N1C(OC[C@@H]1CC1=CC(=NC=C1F)OC)=O 6-Chloro-3-(((R)-1-(6-((S)-4-((5-fluoro-2-methoxypyridin-4-yl)methyl)-2-oxooxazolidin-3-yl)-4-methylpyridin-2-yl)ethyl)amino)picolinic acid